3,4,6,7,8,9-hexahydropyrido[3',4':4,5]imidazo[1,2-a]pyrazine-2(1H)-Carboxylic acid benzyl ester C(C1=CC=CC=C1)OC(=O)N1CC=2N=C3N(CCNC3)C2CC1